2-(4-biphenylyl)-5-(4-t-butylphenyl)-1,3,4-oxadiazol C1(=CC=C(C=C1)C=1OC(=NN1)C1=CC=C(C=C1)C(C)(C)C)C1=CC=CC=C1